Bioxetin CNCCC(C1=CC=CC=C1)OC2=CC=C(C=C2)C(F)(F)F.Cl